CN(C(O)=[N+](C)C)C 1,1,3,3-tetramethylisouronium